5-(2,6-difluorophenyl)-7-iodo-1,3-dihydro-1,4-benzodiazepin-2-one hydrazone FC1=C(C(=CC=C1)F)C1=NCC(NC2=C1C=C(C=C2)I)=NN